(Z)-2-(2-aminothiazol-4-yl)-2-(((1-(tert-butoxy)-2-methyl-1-oxopropan-2-yl)oxy)imino)acetic acid NC=1SC=C(N1)/C(/C(=O)O)=N/OC(C(=O)OC(C)(C)C)(C)C